tert-butyl ((R)-1-((S)-7-bromo-5-chlorochroman-4-yl)pyrrolidin-3-yl)carbamate BrC1=CC(=C2[C@H](CCOC2=C1)N1C[C@@H](CC1)NC(OC(C)(C)C)=O)Cl